C(C)(C)(C)OC(=O)N1CCC(CC1)(C(=O)O)C 1-(tert-butoxy-carbonyl)-4-methylpiperidine-4-carboxylic acid